4,4'-[1-{4-[1-(3-Chloro-4-hydroxyphenyl)-1-methylethyl]phenyl}ethylene]bis(2-chlorophenol) ClC=1C=C(C=CC1O)C(C)(C)C1=CC=C(C=C1)C(CC1=CC(=C(C=C1)O)Cl)C1=CC(=C(C=C1)O)Cl